4-[3-(1H-1,2,3,4-tetrazol-5-yl)phenyl]methoxypyrrolidine-1-carboxamide N1N=NN=C1C=1C=C(C=CC1)COC1CCN(C1)C(=O)N